7-((5-(4-(dimethylamino)-tetrahydro-2H-pyran-4-yl)pyridin-2-yl)amino)-4-(7-fluoroimidazo[1,2-a]pyridin-3-yl)isoindolin-1-one CN(C1(CCOCC1)C=1C=CC(=NC1)NC=1C=CC(=C2CNC(C12)=O)C1=CN=C2N1C=CC(=C2)F)C